(phenylmethyl)-L-alaninamide C1(=CC=CC=C1)CN[C@@H](C)C(=O)N